hydroxyiminoguanidine phosphite P(O)(O)O.ON=NC(=N)N